tert-butyl 3-(5-(2-bromoethoxy)-7-(trifluoromethyl)-1,3-benzodiazol-1-yl)azetidine-1-carboxylate BrCCOC1=CC2=C(N(C=N2)C2CN(C2)C(=O)OC(C)(C)C)C(=C1)C(F)(F)F